2-(1-(2-cyanophenyl)-1-(1-(2-methoxy-2-methylpropyl)-1H-pyrazol-4-yl)propan-2-yl)-5-hydroxy-N-(isoxazol-4-yl)-1-methyl-6-oxo-1,6-dihydropyrimidine-4-carboxamide C(#N)C1=C(C=CC=C1)C(C(C)C=1N(C(C(=C(N1)C(=O)NC=1C=NOC1)O)=O)C)C=1C=NN(C1)CC(C)(C)OC